1-(4-(2-(3-methoxyphenethyl)quinazolin-4-yl)piperazin-1-yl)prop-2-en-1-one COC=1C=C(CCC2=NC3=CC=CC=C3C(=N2)N2CCN(CC2)C(C=C)=O)C=CC1